N[C@H](C(=O)O)CC=1SC=C(C1)Br (S)-2-amino-3-(4-bromothiophen-2-yl)propanoic acid